OC1CC(C1)NC(C1=CC(=CC=C1)[C@@H](C)N1C=NC2=CC(=CC=C2C1=O)C1=CC=NN1C)=O N-((1S,3S)-3-Hydroxycyclobutyl)-3-((R)-1-(7-(1-methyl-1H-pyrazol-5-yl)-4-oxoquinazolin-3(4H)-yl)ethyl)benzamide